5-hydroxy-7-((3-methyl-2-buten-1-yl)oxy)-2-phenyl-4H-chromen-4-one OC1=C2C(C=C(OC2=CC(=C1)OCC=C(C)C)C1=CC=CC=C1)=O